O1C[C@H](CC1)OC=1N=CC2=C(N1)NC(C=C2)=O (((S)-Tetrahydrofuran-3-yl)oxy)pyrido[2,3-d]pyrimidin-7(8H)-one